CC=1C=CC=2N(C1)C(=CN2)C(=O)N[C@@H]2CCC1=CC(=CC=C21)C(NCC2=NC(=CC=C2)C)=O (R)-6-methyl-N-(5-(((6-methylpyridin-2-yl)methyl)carbamoyl)-2,3-dihydro-1H-inden-1-yl)imidazo[1,2-a]pyridine-3-carboxamide